ClC1=C(C=CC=C1Cl)C=1C=CC=2C(=NC=C(N2)N2CCC(CC2)(N(C)C)C)N1 1-(6-(2,3-dichlorophenyl)pyrido[2,3-b]pyrazin-2-yl)-N,N,4-trimethylpiperidin-4-amine